FC(C1=CC=C(C=N1)CN1N=CC(=C1)C(C)=O)(F)F 1-(1-((6-(trifluoromethyl)pyridin-3-yl)methyl)-1H-pyrazol-4-yl)ethan-1-one